bis-(4-amino-3,5-diethylphenyl)methane NC1=C(C=C(C=C1CC)CC1=CC(=C(C(=C1)CC)N)CC)CC